C/C=C(\C)/C(=O)OC(C)N Dimethyl aminoethyl acrylate